4'-biphenylhexaformate C1(=C(C(=C(C(=C1C(=O)[O-])C(=O)[O-])C(=O)[O-])C(=O)[O-])C(=O)[O-])C1=CC=C(C=C1)C(=O)[O-]